C(C)OC(CNC([C@H](C)Br)=O)=O (S)-2-bromopropionyl-glycine ethyl ester